5-(((S)-1-(((S)-2-oxo-1-(1-(5-(trifluoro-methyl)pyrazin-2-yl)piperidin-4-yl)pyrrolidin-3-yl)oxy)propan-2-yl)oxy)-4-(trifluoromethyl)pyridazin-3(2H)-one O=C1N(CC[C@@H]1OC[C@H](C)OC1=C(C(NN=C1)=O)C(F)(F)F)C1CCN(CC1)C1=NC=C(N=C1)C(F)(F)F